succinic acid monomenthyl ester C1(CC(C(CC1)C(C)C)OC(CCC(=O)O)=O)C